2-[[2-methoxy-2-phenyl-acetyl]amino]-4-[2-phenoxyethyl-[4-(5,6,7,8-tetrahydro-1,8-naphthyridin-2-yl)butyl]amino]butanoic acid COC(C(=O)NC(C(=O)O)CCN(CCCCC1=NC=2NCCCC2C=C1)CCOC1=CC=CC=C1)C1=CC=CC=C1